FC1=C(C=CC=C1)CCO 2-(fluorophenyl)ethan-1-ol